C(C)(C)(C)OC(=O)N1[C@H](CN(CC1)CC1=C(C(=CC(=C1)Cl)[N+](=O)[O-])C)C (S)-4-(5-chloro-2-methyl-3-nitrobenzyl)-2-methylpiperazine-1-carboxylic acid tert-butyl ester